CNC1CCC1 N-methyl-cyclobutanamine